tert-butyl N-({3-[(3aR,4R,6R,6aS)-6-{2,4-dichloropyrrolo[2,3-d]pyrimidin-7-yl}-2,2-dimethyl-tetrahydro-3aH-cyclopenta[d][1,3]dioxol-4-yl]phenyl}methyl)carbamate ClC=1N=C(C2=C(N1)N(C=C2)[C@@H]2C[C@@H]([C@@H]1[C@H]2OC(O1)(C)C)C=1C=C(C=CC1)CNC(OC(C)(C)C)=O)Cl